N-(2-sulfamoylpyridin-4-yl)-5-(trifluoromethyl)-2-[(2S)-2-(trifluoro-methyl)pyrrolidin-1-yl]pyridine-3-carboxamide S(N)(=O)(=O)C1=NC=CC(=C1)NC(=O)C=1C(=NC=C(C1)C(F)(F)F)N1[C@@H](CCC1)C(F)(F)F